COCCCOC1=CC=C(C=C1)C1=NOC(=N1)CC(C(=O)O)=C 2-((3-(4-(3-methoxypropoxy)phenyl)-1,2,4-oxadiazol-5-yl)methyl)propenoic acid